N1C=C(C2=CC=CC=C12)CC1=C(C=C(NC)C=C1)Br 4-((1H-indol-3-yl)methyl)-3-bromo-N-methylaniline